2-fluoro-5-trifluoromethylphenyl isocyanate FC1=C(C=C(C=C1)C(F)(F)F)N=C=O